C(C)(C)(C)OC(=O)N1CCC=2C(CC1)=CC=C[N+]2[O-] 7-(tert-butoxycarbonyl)-6,7,8,9-tetrahydro-5H-pyrido[2,3-d]azepine-1-oxide